C(C1=CC=CC=C1)NC(=O)C=1N(C(N2C1CN(CC2)C(C2=CC(=C(C=C2)Cl)Cl)=O)=O)C2=CC(=C(C=C2)OC)Cl N-benzyl-2-(3-chloro-4-methoxy-phenyl)-7-(3,4-dichlorobenzoyl)-3-oxo-6,8-dihydro-5H-imidazo[1,5-a]pyrazine-1-carboxamide